BrC=1C(=NC=C(C1)N1CCCC1)F 3-bromo-2-fluoro-5-(pyrrolidin-1-yl)pyridine